C(C1=CC=CC=C1)C1=NC(=NN1C)C=1C=C(OC2=C(C=3C=CNC3C=C2)C(=O)N)C=CC1 5-(3-(5-Benzyl-1-methyl-1H-1,2,4-triazol-3-yl)phenoxy)-1H-indole-4-carboxamide